5-(4-(ethoxycarbonyl)-5-(trifluoromethyl)-1H-pyrazol-1-yl)isoquinoline 2-oxide C(C)OC(=O)C=1C=NN(C1C(F)(F)F)C1=C2C=C[N+](=CC2=CC=C1)[O-]